N-[4-chloro-2-[[(1S)-3-(cyclopropylamino)-1-[[(3S,5R)-5-methyl-2-oxo-pyrrolidin-3-yl]methyl]-2,3-dioxo-propyl]carbamoyl]phenyl]-1-(2,2,2-trifluoroethyl)pyrazole-3-carboxamide ClC1=CC(=C(C=C1)NC(=O)C1=NN(C=C1)CC(F)(F)F)C(N[C@H](C(C(=O)NC1CC1)=O)C[C@H]1C(N[C@@H](C1)C)=O)=O